4-(Hex-1-en-2-yl)benzoic acid methyl ester COC(C1=CC=C(C=C1)C(=C)CCCC)=O